O1CNC=2C1=CNC2 dihydropyrrolo[3,4-d][1,3]oxazole